4-(2-fluoro-6-methoxyphenyl)-2-(6-(pyrrolidin-1-yl)pyridin-2-yl)-2,3-dihydro-1H-pyrrolo[3,4-c]pyridin-1-one FC1=C(C(=CC=C1)OC)C1=NC=CC2=C1CN(C2=O)C2=NC(=CC=C2)N2CCCC2